The molecule is a triglyceride obtained by condensation of each of the three hydroxy groups of glycerol with hexanoic (caproic) acid. It has a role as an insect repellent. It is a triglyceride and a hexanoate ester. CCCCCC(=O)OCC(COC(=O)CCCCC)OC(=O)CCCCC